ClC1=C(C(=CC(=C1)F)C)C(=O)C1=C(C2=C(S1)C=C(C=C2)O)OC2=CC=C(C=C2)OCCN2CC(C2)CF (2-chloro-4-fluoro-6-methylphenyl)(3-(4-(2-(3-(fluoromethyl)azetidin-1-yl)ethoxy)phenoxy)-6-hydroxybenzo[b]thiophen-2-yl)methanone